NC1=NC2=CC(=CC=C2C=C1Cl)CN(C(=O)C=1C=NC(=CC1)C#N)C1=C2C(=NC=C1)CCS2(=O)=O N-[(2-amino-3-chloroquinolin-7-yl)methyl]-6-cyano-N-{1,1-dioxo-2H,3H-1λ6-thieno[3,2-b]pyridin-7-yl}pyridine-3-carboxamide